3,6-dihydro-2,6-dioxo-1(2H)-pyrimidinecarboxylic acid, 2-methylpropyl ester O=C1N(C(C=CN1)=O)C(=O)OCC(C)C